COC(=O)[C@H]1CC2=C(NC3=CC=CC=C23)[C@@H](N1)C1=CC2=C(C=C1)OCO2 (1S,3R)-1,2,3,4-tetrahydro-1-(3,4-methylenedioxyphenyl)-9H-pyrido[3,4-b]indole-3-carboxylic acid methyl ester